N-((3R,4S)-4-((8-(cyclopropylamino)-6-(2,6-dichloro-3,5-dimethoxyphenyl)pyrido[3,4-d]pyrimidin-2-yl)amino)tetrahydrofuran-3-yl)acrylamide C1(CC1)NC1=NC(=CC2=C1N=C(N=C2)N[C@H]2[C@H](COC2)NC(C=C)=O)C2=C(C(=CC(=C2Cl)OC)OC)Cl